OC=1C(=C2C(N(C=NC2=CC1)C1COC2(C1)CCN(CC2)C(=O)OC(C)(C)C)=O)[N+](=O)[O-] tert-butyl 3-(6-hydroxy-5-nitro-4-oxo-quinazolin-3-yl)-1-oxa-8-azaspiro[4.5]decane-8-carboxylate